FC=1C(=C(C=C(C1)C(C)C)C(C(=O)O)N1C[C@@H](CC1)N(C)CCCCCC1=NC=2NCCCC2C(=C1)OC)OC 2-(3-fluoro-5-isopropyl-2-methoxyphenyl)-2-((R)-3-((5-(4-methoxy-5,6,7,8-tetrahydro-1,8-naphthyridin-2-yl)pentyl)(methyl)amino)pyrrolidin-1-yl)acetic acid